tert-butyl 3-(1-benzyl-3,6-dihydro-2H-pyridin-4-yl)azetidine-1-carboxylate C(C1=CC=CC=C1)N1CCC(=CC1)C1CN(C1)C(=O)OC(C)(C)C